ClC=1C=C(C=CC1F)C1=CSC2=C1C(N(C=C2COC)CC(=O)N2CC(CC2)F)=O 3-(3-chloro-4-fluorophenyl)-5-(2-(3-fluoropyrrolidin-1-yl)-2-oxoethyl)-7-(methoxymethyl)thieno[3,2-c]pyridin-4(5H)-one